5-(p-carboxyphenyl)-10,15,20-triphenylporphyrin C(=O)(O)C1=CC=C(C=C1)C=1C2=CC=C(N2)C(=C2C=CC(C(=C3C=CC(=C(C=4C=CC1N4)C4=CC=CC=C4)N3)C3=CC=CC=C3)=N2)C2=CC=CC=C2